3-bromo-5-(4-(methylthio)phenyl)-7-(trifluoromethyl)pyrazolo[1,5-a]pyrimidine BrC=1C=NN2C1N=C(C=C2C(F)(F)F)C2=CC=C(C=C2)SC